4-((2-formylphenoxy)methyl)-N-propylbenzamide C(=O)C1=C(OCC2=CC=C(C(=O)NCCC)C=C2)C=CC=C1